CC(CCCNC(OCC1=CC=CC=C1)=O)(C)C=1OC(=NN1)C=1C(=CC2=C(N(C([C@H](CS2)NC(=O)OC(C)(C)C)=O)CC2=CC=C(C=C2)Cl)C1)F benzyl N-[4-methyl-4-[5-[(3R)-3-(tert-butoxycarbonylamino)-5-[(4-chlorophenyl)methyl]-8-fluoro-4-oxo-2,3-dihydro-1,5-benzothiazepin-7-yl]-1,3,4-oxadiazol-2-yl]pentyl]carbamate